C(C)(C)(C)C1=NOC(=C1)NC(=O)N1N(CCCC1)C1=CC=C(C=C1)C(F)(F)F N-(3-(tert-butyl)isoxazol-5-yl)-2-(4-(trifluoromethyl)phenyl)tetrahydropyridazine-1(2H)-carboxamide